BrC=1C=C(C=C(C1)C1=CC(=CC(=C1)C(C)(C)C)C(C)(C)C)C1=CC(=CC(=C1)C(C)(C)C)C(C)(C)C 5-bromo-3',3'',5',5''-tetra-tert-butyl-1,1':3,1''-terphenyl